1-(4-(2,6-dioxopiperidin-3-yl)-3,5-difluorophenyl)azetidin-3-yl (4-fluoro-3-methylphenyl)carbamate FC1=C(C=C(C=C1)NC(OC1CN(C1)C1=CC(=C(C(=C1)F)C1C(NC(CC1)=O)=O)F)=O)C